N-((4-((3-amino-2,6-dimethylpyridin-4-yl)amino)phenethyl)carbamoyl)-4-methylbenzenesulfonamide NC=1C(=NC(=CC1NC1=CC=C(CCNC(=O)NS(=O)(=O)C2=CC=C(C=C2)C)C=C1)C)C